5-(3-(2,2-difluoroethyl)-2-methyl-3H-imidazo[4,5-b]pyridin-5-yl)-N-(2-azaspiro[3.5]nonan-7-yl)pyrrolo[2,1-f][1,2,4]triazin-2-amine FC(CN1C(=NC=2C1=NC(=CC2)C=2C=CN1N=C(N=CC12)NC1CCC2(CNC2)CC1)C)F